azobis(4-cyanobutyric acid) N(=NC(C(=O)O)CCC#N)C(C(=O)O)CCC#N